[Zn].C1(CC1)COC=1C=C(C(=O)NC2=C(C=NC=C2Cl)Cl)C=CC1OC(F)F 3-(cyclopropylmethoxy)-N-(3,5-dichloropyridin-4-yl)-4-(difluoromethoxy)benzamide zinc